ClCCCC1(N([C@@H]2C[C@@H]2C1)C(=O)OC(C)(C)C)C(=O)OC 2-(tert-butyl) 3-methyl (1R,5R)-3-(3-chloropropyl)-2-azabicyclo[3.1.0]Hexane-2,3-dicarboxylate